ClC1=C(C=CC(=C1)F)CC(=O)NC1=CC(=NC=C1)N(C(C)=O)C1=CC(=CC=C1)F N-{4-[2-(2-chloro-4-fluorophenyl)acetamido]pyridin-2-yl}-N-(3-fluorophenyl)acetamide